C(CC)C1=C(C(O)=CC=C1)O propylcatechol